ClC1=CN(C=2N=C(N=C(C21)NCC)NC2=C1C=NN(C1=CC=C2)CC(C)(O)C)CO 1-[4-[[5-chloro-4-(ethylamino)-7-(hydroxymethyl)pyrrolo[2,3-d]pyrimidin-2-yl]amino]indazol-1-yl]-2-methyl-propan-2-ol